2-(phenylsulfanyl)ethane-1-thiol C1(=CC=CC=C1)SCCS